tri(triethylphenoxy)methylphenol C(C)C1=C(C(=C(OC(OC2=C(C(=C(C=C2)CC)CC)CC)(OC2=C(C(=C(C=C2)CC)CC)CC)C2=C(C=CC=C2)O)C=C1)CC)CC